C(C)OC(C(C)(C)OC1=CC(=C(C(=C1)C)CC1=CC(=C(C=C1)OCC1=CC=CC=C1)C(C)C)C)=O 2-(4-(4-(benzyloxy)-3-isopropylbenzyl)-3,5-dimethylphenoxy)-2-methylpropionic acid ethyl ester